NC1=C2C(=NC=N1)N(N=C2C2=CC=C(C=C2)OC2=CC=CC=C2)[C@H]2CN(CCC2)C(CCCCCSC2=C1CN(C(C1=CC=C2)=O)C2C(NC(CC2)=O)=O)=O 3-(4-((6-((R)-3-(4-amino-3-(4-phenoxyphenyl)-1H-pyrazolo[3,4-d]pyrimidine-1-yl)piperidin-1-yl)-6-oxohexyl)thio)-1-oxoisoindoline-2-yl)piperidine-2,6-dione